4-(phenylamino)butanenitrile C1(=CC=CC=C1)NCCCC#N